NC=1C(=NC=CC1C1=C(C=CC(=C1)F)F)C1(CCC(CC1)(F)F)O 1-(3-amino-4-(2,5-difluorophenyl)pyridin-2-yl)-4,4-difluorocyclohexan-1-ol